CN(C[C@@H](C)OC1=NC(=CC=2N=CN=C(C21)NC=2C(=C1C=CC=NC1=CC2)F)N2C[C@@H](CC2)OC)C 5-(((R)-1-(dimethylamino)propan-2-yl)oxy)-N-(5-fluoroquinolin-6-yl)-7-((R)-3-methoxypyrrolidin-1-yl)pyrido[4,3-d]pyrimidin-4-amine